C(=C/C1=CC=CC=C1)/OB(O)O (Z)-styrylboric acid